Ethyl (tert-butoxycarbonyl)-L-serinate C(C)(C)(C)OC(=O)N[C@@H](CO)C(=O)OCC